4-(1H-indol-6-yl)-2-(morpholin-4-yl)-8-(1H-pyrazol-5-yl)-1,7-naphthyridine N1C=CC2=CC=C(C=C12)C1=CC(=NC2=C(N=CC=C12)C1=CC=NN1)N1CCOCC1